C(#N)NC1CC(C1)C(=O)NC1=CC(=CC=C1)C(F)(F)F (1r,3r)-3-(cyanoamino)-N-[3-(trifluoromethyl)phenyl]cyclobutane-1-carboxamide